4-(3-Benzylphenyl)-2-cyclopropyl-7-(dimethylamino)-[1,3]thiazolo[4,5-d]pyrimidin-5-one C(C1=CC=CC=C1)C=1C=C(C=CC1)N1C(N=C(C2=C1N=C(S2)C2CC2)N(C)C)=O